Methyl 7-amino-2,3-dihydrobenzo[b][1,4]dioxine-5-carboxylate NC=1C=C(C2=C(OCCO2)C1)C(=O)OC